C1(CC1)C1=NOC(=N1)C12CCC(CC1)(CC2)CN(C(=O)C2CCCCC2)C2=CC(=CC=C2)C2=CN=C(O2)OCC N-((4-(3-cyclopropyl-1,2,4-oxadiazol-5-yl)bicyclo[2.2.2]octan-1-yl)methyl)-N-(3-(2-ethoxyoxazol-5-yl)phenyl)cyclohexanecarboxamide